(3R)-3-(2-(3-((3-aminopropyl)sulfonyl)-2-oxoimidazolidine-1-carboxamido)-2-(4-phosphonophenyl)acetamido)-2-hydroxy-3,4-dihydro-2H-benzo[e][1,2]oxaborinine-8-carboxylic acid NCCCS(=O)(=O)N1C(N(CC1)C(=O)NC(C(=O)N[C@@H]1B(OC2=C(C1)C=CC=C2C(=O)O)O)C2=CC=C(C=C2)P(=O)(O)O)=O